rac-7-Bromo-2-((1S*,2S*)-2-(4-methylpyrimidin-2-yl)cyclopropyl)pyrido[3,2-d]pyrimidin-4(3H)-one BrC1=CC=2N=C(NC(C2N=C1)=O)[C@@H]1[C@H](C1)C1=NC=CC(=N1)C |r|